(E)-3-Aminocinnamic acid ethyl ester C(C)OC(\C=C\C1=CC(=CC=C1)N)=O